4-methyl-5-(4,4,5,5-tetramethyl-1,3,2-dioxaborolan-2-yl)-1H-indazol-3-amine CC1=C2C(=NNC2=CC=C1B1OC(C(O1)(C)C)(C)C)N